OC1CCC(CC1)C(=O)OC1CN(C1)C=1N=C(C2=C(N1)CC[S+]2[O-])N(C2CCOCC2)C [1-[4-[methyl(tetra-hydropyran-4-yl)amino]-5-oxido-6,7-dihydro-thieno[3,2-d]pyrimidin-5-ium-2-yl]azetidin-3-yl] 4-hydroxycyclohexane-carboxylate